Iron manganese [Mn].[Fe]